1,4-bis[(1H-imidazole-1-yl)methyl]Benzene Ethyl-2-(4-((4-(5-ethylpyridin-2-yl)piperazin-1-yl)methyl)-2,6-dimethylphenoxy)-2-methylpropanoate C(C)OC(C(C)(C)OC1=C(C=C(C=C1C)CN1CCN(CC1)C1=NC=C(C=C1)CC)C)=O.N1(C=NC=C1)CC1=CC=C(C=C1)CN1C=NC=C1